FC(C(=O)O)(F)F.NCC1C(C1)COC1=C(C=C(\C=C/2\C(C(=C(S2)NC2=CC=CC=C2)C(=O)OCC)=O)C=C1)O rel-Ethyl (Z)-5-(4-((2-(aminomethyl)cyclopropyl)methoxy)-3-hydroxybenzylidene)-4-oxo-2-(phenylamino)-4,5-dihydrothiophene-3-carboxylate 2,2,2-trifluoroacetate